tert-butyl 4-(8-((tert-butoxycarbonyl)(methyl)amino)-1,7-naphthyridin-3-yl)piperazine-1-carboxylate C(C)(C)(C)OC(=O)N(C=1N=CC=C2C=C(C=NC12)N1CCN(CC1)C(=O)OC(C)(C)C)C